C1(=CC=CC=C1)NC(=S)N/N=C(\C)/C1=NC=CC=C1 (E)-N-phenyl-2-(1-(pyridin-2-yl)ethylidene)hydrazine-1-carbothioamide